SCC(=O)OCC1=CC(=C(C(=C1)C(C)(C)C)O)C(C)(C)C 3,5-di-tert-butyl-4-hydroxybenzyl mercaptoacetate